cyclopentylcyclohexylbis(propoxymethyl)silane C1(CCCC1)[Si](COCCC)(COCCC)C1CCCCC1